N1,N6-di([1,1'-biphenyl]-2-yl)-N1,N6-bis(dibenzo[b,d]furan-4-yl)pyren-1,6-diamine C1(=C(C=CC=C1)N(C1=CC=C2C=CC=3C(=CC=C4C=CC1=C2C34)N(C3=CC=CC4=C3OC3=C4C=CC=C3)C3=C(C=CC=C3)C3=CC=CC=C3)C3=CC=CC4=C3OC3=C4C=CC=C3)C3=CC=CC=C3